decyl 2-(2-oxopiperidin-1-yl)acetate O=C1N(CCCC1)CC(=O)OCCCCCCCCCC